FC(C1=CC(=NC=C1)C(=O)Cl)(F)F 4-(trifluoromethyl)pyridineformyl chloride